(3-Isopropenyl-2,2-dimethylcyclobutyl) methyl-2-methylbutyrate CC(C(=O)OC1C(C(C1)C(=C)C)(C)C)(CC)C